(4-acetoxyphenyl)-5-(3,4,5-tridecyloxyphenyl)-1,3,4-oxadiazole C(C)(=O)OC1=CC=C(C=C1)C=1OC(=NN1)C1=CC(=C(C(=C1)OCCCCCCCCCC)OCCCCCCCCCC)OCCCCCCCCCC